C(C)(=O)NC1(C([C@H]2[C@H](CN(C2)C(=O)OC(C)(C)C)C1)CC=C)C(NC(C)(C)C)=O rac-tert-butyl (3aR,6aR)-5-acetamido-4-allyl-5-(tert-butylcarbamoyl)hexahydrocyclopenta[c]pyrrole-2(1H)-carboxylate